dihexyl-tin C(CCCCC)[Sn]CCCCCC